OCCS(=O)(=O)NC1=CC(=C(C(=O)NC2=CC(=CC=C2)C(NC)=O)C=C1C)N1CCC2(CC2)CC1 4-((2-hydroxyethyl)sulphonamido)-5-methyl-N-(3-(methylcarbamoyl)phenyl)-2-(6-azaspiro[2.5]octan-6-yl)benzamide